3-(6-(4-(3H-imidazo[4,5-b]pyridin-7-yl)-1H-pyrazol-1-yl)pyridin-3-yl)-4,4,4-trifluoro-1-morpholinobutan-1-one N1=CNC2=NC=CC(=C21)C=2C=NN(C2)C2=CC=C(C=N2)C(CC(=O)N2CCOCC2)C(F)(F)F